CN1N=CC=2C1=NC(=NC2NC2=NNC(=C2)C)NC2C1CC3(CC(CC2C3)C1)O 4-[(1-methyl-4-[(5-methyl-1H-pyrazol-3-yl)amino]-1H-pyrazolo[3,4-d]pyrimidin-6-yl)amino]adamantan-1-ol